1H-Pyrrolo[1,2-c]imidazole-2(3H)-carboxamide C1C=2N(CN1C(=O)N)C=CC2